O=C1NC(CCC1N1C(C2=CC=CC(=C2C1)C#CCCCCCCN1C(C=C(C=C1)[C@@H]1CN(C2(CC2)C1)C(=O)OC(C)(C)C)=O)=O)=O tert-butyl (6R)-6-(1-(8-(2-(2,6-dioxopiperidin-3-yl)-1-oxoisoindolin-4-yl)oct-7-yn-1-yl)-2-oxo-1,2-dihydropyridin-4-yl)-4-azaspiro[2.4]heptane-4-carboxylate